3-amino-6-(2-hydroxyphenyl)pyridazine NC=1N=NC(=CC1)C1=C(C=CC=C1)O